3-(3-Methyl-4-((7-methyl-8-oxo-9-(tetrahydro-2H-pyran-4-yl)-8,9-dihydro-7H-purine-2-yl)amino)phenyl)-1,2,4-oxadiazol-5(2H)-one CC=1C=C(C=CC1NC1=NC=C2N(C(N(C2=N1)C1CCOCC1)=O)C)C=1NOC(N1)=O